9,9-bis(7-octenyl)-2,7-dibromofluorene C(CCCCCC=C)C1(C2=CC(=CC=C2C=2C=CC(=CC12)Br)Br)CCCCCCC=C